tert-butyl 2-(2-chloro-8-methoxyquinazolin-4-yl)hydrazine-1-carboxylate ClC1=NC2=C(C=CC=C2C(=N1)NNC(=O)OC(C)(C)C)OC